8-[[8-oxo-8-(4-pentylnonylamino)octyl]amino]-N-(4-pentylnonyl)octanamide O=C(CCCCCCCNCCCCCCCC(=O)NCCCC(CCCCC)CCCCC)NCCCC(CCCCC)CCCCC